OC=1N=CC=C2C=C(N(C(C12)=O)C1=CC=C(C=C1)OC)C 8-hydroxy-2-(4-methoxyphenyl)-3-methyl-2,7-naphthyridin-1(2H)-one